N-(5-(4-(cyclopropylmethyl)piperazin-1-yl)pyridin-2-yl)-5-fluoro-4-(7'-fluoro-2'-methylspiro[cyclopentane-1,3'-indol]-5'-yl)pyrimidine C1(CC1)CN1CCN(CC1)C=1C=CC(=NC1)N1CN=C(C(=C1)F)C=1C=C2C3(C(=NC2=C(C1)F)C)CCCC3